ethyl-(imino)(isopropyl)-lambda6-sulfanone C(C)S(=O)(C(C)C)=N